C[C@H]1N([C@H](CN(C1)C1=NC=CC(=C1)C1=NNC2=CC=C(C=C12)[N+](=O)[O-])C)CCOCC=O 2-[2-[(2r,6s)-2,6-dimethyl-4-[4-(5-nitro-1H-indazol-3-yl)-2-pyridinyl]piperazin-1-yl]ethoxy]acetaldehyde